C(C1=CC=CC=C1)N1C2=C(O[C@@H](C1=O)C)C(=C(C(=C2)C(F)(F)F)[N+](=O)[O-])F (R)-4-benzyl-8-fluoro-2-methyl-7-nitro-6-(trifluoromethyl)-2H-benzo[b][1,4]oxazin-3(4H)-one